[5-(4-cyclopropoxy-phenoxy)-4-methoxy-pyridin-2-yl]-methanone C1(CC1)OC1=CC=C(OC=2C(=CC(=NC2)C=O)OC)C=C1